[4-(2-tetrahydropyran-2-yl-3H-imidazo[4,5-b]pyridin-7-yl)-1-piperidyl]-[4-(trifluoromethoxy)phenyl]methanone O1C(CCCC1)C1=NC=2C(=NC=CC2C2CCN(CC2)C(=O)C2=CC=C(C=C2)OC(F)(F)F)N1